5-(2,6-dichloro-4-(6-(difluoromethyl)-3,5-dioxo-4,5-dihydro-1,2,4-triazin-2(3H)-yl)phenoxy)-2-hydroxy-N-((1r,3r)-3-(methylsulfonyl)cyclobutyl)benzenesulfonamide ClC1=C(OC=2C=CC(=C(C2)S(=O)(=O)NC2CC(C2)S(=O)(=O)C)O)C(=CC(=C1)N1N=C(C(NC1=O)=O)C(F)F)Cl